ClC1=CC=C(C=C1)C1=NC2=C(N1CCCC1=CC=CC=C1)C=C(C=C2)C 2-(4-Chlorophenyl)-6-methyl-1-(3-phenylpropyl)-1H-benzo[d]imidazole